ClC=1C(=C(C=CC1)NC1=NC=NC2=CC=C(C=C12)C1(CNC1)C)F N-(3-chloro-2-fluoro-phenyl)-6-(3-methylazetidin-3-yl)quinazolin-4-amine